6-(Difluoromethyl)-3-(6-tetrahydropyran-4-ylpyrimidin-4-yl)imidazo[1,2-b]pyridazine FC(C=1C=CC=2N(N1)C(=CN2)C2=NC=NC(=C2)C2CCOCC2)F